C1(CCCC1)OC1=C(C=CC=C1)C1(CC1)C1=NOC(=N1)C1=NN(C(=C1)C(F)F)C 3-(1-(2-(cyclopentyloxy)phenyl)cyclopropyl)-5-(5-(difluoromethyl)-1-methyl-1H-pyrazol-3-yl)-1,2,4-oxadiazole